C1(=CC=CC=C1)S(=O)(=O)N1N=CC2=CC(=C(C=C12)Br)NC1=CC=C(C=C1)F 1-(benzenesulfonyl)-6-bromo-N-(4-fluorophenyl)indazol-5-amine